2-Chloro-4-((3-(3-fluoro-4-methoxy-phenyl)imidazo[1,2-a]pyrazin-8-yl)amino)-N-methyl-N-(2-(piperazin-1-yl)ethyl)benzamide hydrochloride Cl.ClC1=C(C(=O)N(CCN2CCNCC2)C)C=CC(=C1)NC=1C=2N(C=CN1)C(=CN2)C2=CC(=C(C=C2)OC)F